tert-butyl (S)-3-((5-amino-8-(2,6-dimethylpyridin-4-yl)-3-oxo-7-phenyl-[1,2,4]triazolo[4,3-c]pyrimidin-2(3H)-yl)methyl)-4-methylpiperazine-1-carboxylate NC1=NC(=C(C=2N1C(N(N2)C[C@@H]2CN(CCN2C)C(=O)OC(C)(C)C)=O)C2=CC(=NC(=C2)C)C)C2=CC=CC=C2